FC1(CN(CC1)CCCN1C(C2=CC=CC=C2C1=O)=O)F 2-(3-(3,3-difluoropyrrolidin-1-yl)propyl)isoindoline-1,3-dione